FC=1C(=C(C=CC1F)[C@H]1[C@@H](O[C@@](C1)(C)COC)C(=O)NC1=CC(=NC=C1)C(=O)N)OC |&1:11| rac-4-((2r,3s)-3-(3,4-difluoro-2-methoxyphenyl)-5-(methoxymethyl)-5-methyltetrahydrofuran-2-carboxamido)pyridineamide